C(C)C1(CCC=2C1=NC(=CC2)NC2=NC(=NC=C2C#N)NC=2C=C1CCN(CC1=CC2)C)O 4-[(7-ethyl-7-hydroxy-5,6-dihydrocyclopenta[b]pyridin-2-yl)amino]-2-[(2-methyl-3,4-dihydro-1H-isoquinolin-6-yl)amino]pyrimidine-5-carbonitrile